CC=1OC2=C(N1)C=CC(=C2)C=2N=C1N(CC2)C=C(C=C1)N1CCN(CCC1)C 2-(2-methyl-1,3-benzoxazol-6-yl)-7-(4-methyl-1,4-diazepan-1-yl)-4H-pyrido[1,2-a]pyrimidin